NC=1C=CC(=NC1)C1=NN=C(N=N1)CP(O)(O)=O ((6-(5-aminopyridin-2-yl)-1,2,4,5-tetrazin-3-yl)methyl)phosphonic acid